4-[2-(cyclopentoxy)ethyl-[4-(5,6,7,8-tetrahydro-1,8-naphthyridin-2-yl)butyl]amino]-2-[[3-(trifluoromethyl)pyridine-4-carbonyl]amino]butanoic acid C1(CCCC1)OCCN(CCC(C(=O)O)NC(=O)C1=C(C=NC=C1)C(F)(F)F)CCCCC1=NC=2NCCCC2C=C1